N1(CCNCC1)CCN 1-Piperazineethanamine